ClC1=C(C=NC=C1)OC[C@@H]1N([C@H]2CC[C@@H]1C2)C(=O)OC(C)(C)C tert-butyl (1S,3R,4R)-3-{[(4-chloropyridin-3-yl)oxy]methyl}-2-azabicyclo[2.2.1]heptane-2-carboxylate